1-ethyl-3-propylpyrrolidinium fluoride [F-].C(C)[NH+]1CC(CC1)CCC